5alpha,9alpha-epidioxy-cholest-7-en-3beta,6beta-diol CC(C)CCC[C@@H](C)[C@H]1CC[C@H]2C3=C[C@H]([C@@]45C[C@H](CC[C@]4(C)[C@]3(CC[C@]12C)OO5)O)O